N-ethyl-N'-(4-((1-isopropyl-1-oxido-3-oxo-3H-1λ4-benzo[d]isothiazol-5-yl)amino)-2,5-dimethylphenyl)-N-methylformimidamide C(C)N(C=NC1=C(C=C(C(=C1)C)NC=1C=CC2=C(C(NS2([O-])C(C)C)=O)C1)C)C